1-(2-(2-chloro-3-methyl-4-(4,4,5,5-tetramethyl-1,3,2-dioxaborolan-2-yl)phenoxy)ethyl)-4-methylpiperazine ClC1=C(OCCN2CCN(CC2)C)C=CC(=C1C)B1OC(C(O1)(C)C)(C)C